FC1=NC2=C(C=3C=CC(=CC13)F)N(N=N2)C 5,7-difluoro-1-methyl-1H-[1,2,3]triazolo[4,5-c]isoquinoline